[N,N'-bis[(2-hydroxy-5-nitrophenyl)methylene]-1,2-diaminocyclohexane] manganese (III) acetate C(C)(=O)[O-].[Mn+3].OC1=C(C=C(C=C1)[N+](=O)[O-])C=NC1C(CCCC1)N=CC1=C(C=CC(=C1)[N+](=O)[O-])O.C(C)(=O)[O-].C(C)(=O)[O-]